3-nitro-2,5-dichloro-trichlorotoluene [N+](=O)([O-])C=1C(=C(C(Cl)(Cl)Cl)C=C(C1)Cl)Cl